[2-(3,4-dichlorophenyl)-8-methyl-1,2,3,4-tetrahydro-6-isoquinolyl]methanol ClC=1C=C(C=CC1Cl)N1CC2=C(C=C(C=C2CC1)CO)C